lauroxymethylpyridinium chloride [Cl-].C(CCCCCCCCCCC)OC[N+]1=CC=CC=C1